C(C(C)=O)=O propane-1,2-dione